1-(4-amino-2-(4-hydroxybutyl)-1H-imidazo[4,5-c]quinolin-1-yl)-2-methylpropan-2-ol NC1=NC=2C=CC=CC2C2=C1N=C(N2CC(C)(O)C)CCCCO